CN1N=CC(=C1C=1N=CC2=C(N1)C=CN2)C(F)(F)F 2-[2-methyl-4-(trifluoromethyl)pyrazol-3-yl]-5H-pyrrolo[3,2-d]pyrimidine